(R)-(6-((3,4-difluorophenyl)sulfonyl)-1-(4-fluorophenyl)-4,4a,5,6,7,8-hexahydro-1H-pyrazolo[3,4-g]isoquinolin-4a-yl)(4-methylpyridin-2-yl)methanone FC=1C=C(C=CC1F)S(=O)(=O)N1C[C@]2(CC3=C(C=C2CC1)N(N=C3)C3=CC=C(C=C3)F)C(=O)C3=NC=CC(=C3)C